CN(C)CC=1C=C2CCN(CC2=C(C1)N[C@@H]1COCC1)C(=O)OC(C)(C)C tert-butyl (S)-6-((dimethylamino) methyl)-8-((tetrahydrofuran-3-yl) amino)-3,4-dihydroisoquinoline-2(1H)-carboxylate